3-{4-[(4-aminocyclohexyl)amino]-3-nitroquinolin-6-yl}-N-(pyridin-3-ylmethyl)-1H-pyrrolo[2,3-b]pyridine-5-carboxamide hydrochloride Cl.NC1CCC(CC1)NC1=C(C=NC2=CC=C(C=C12)C1=CNC2=NC=C(C=C21)C(=O)NCC=2C=NC=CC2)[N+](=O)[O-]